ClC=1N=C(C(=C2C1SC=C2O)C=C)C 7-chloro-5-methyl-4-vinyl-thieno[2,3-c]pyridin-3-ol